(Z)-N-[1-[(6-chloro-5-fluoro-3-pyridyl)methyl]-2-pyridylidene]-2,2,2-trifluoroacetamide ClC1=C(C=C(C=N1)CN1\C(\C=CC=C1)=N/C(C(F)(F)F)=O)F